(4-((2-(2,6-Dioxopiperidin-3-yl)-1-oxoisoindolin-4-yl)amino)-2,2-dimethylbutyl)carbamic acid tert-butyl ester C(C)(C)(C)OC(NCC(CCNC1=C2CN(C(C2=CC=C1)=O)C1C(NC(CC1)=O)=O)(C)C)=O